ClC1=CC(=C(COC2=CC=CC(=N2)C2CCN(CC2)CC2=NC3=C(N2C[C@@H]2C[C@@H](C2)OC)C=C(C=C3)C(=O)O)C=C1)F 2-[(4-{6-[(4-chloro-2-fluorobenzyl)oxy]pyridin-2-yl}piperidin-1-yl)methyl]-1-[(cis-3-methoxycyclobutyl)methyl]-1H-benzimidazole-6-carboxylic acid